ClC1=C(OC2=CC=CC3=C2NC(=NS3(=O)=O)NC([2H])([2H])C3=CC=CC=C3)C=CC=C1 5-(2-chlorophenoxy)-3-((phenylmethyl-d2)amino)-4H-benzo[e][1,2,4]thiadiazine 1,1-dioxide